(S)-6-amino-2-(1-amino-6-fluoro-1,3-dihydrospiro[indene-2,4'-piperidin]-1'-yl)-5-((2-aminopyrimidin-4-yl)thio)-3-methylpyridin-4(3H)-one NC1=C(C([C@H](C(=N1)N1CCC2(CC1)C(C1=CC(=CC=C1C2)F)N)C)=O)SC2=NC(=NC=C2)N